n-octadecyl 3-(3,5-di-tert-butyl-4-hydroxyphenyl)-propionate C(C)(C)(C)C=1C=C(C=C(C1O)C(C)(C)C)CCC(=O)OCCCCCCCCCCCCCCCCCC